ClC1=NC=C(C=N1)C(CC1=CC=CC=C1)O 1-(2-chloropyrimidin-5-yl)-2-phenylethan-1-ol